C(#N)/C(/C(=O)NC1=CC2=CC=CC=C2C=C1)=C(\C=1C=NOC1C)/O (Z)-2-cyano-3-hydroxy-3-(5-methylisoxazol-4-yl)-N-(naphthalen-2-yl)acrylamide